1,1,1,3,3,3-hexafluoro-2-(2'-methoxy-2-methyl-4'-((6-(methylsulfonyl)-2,6-diazaspiro[3.3]heptan-2-yl)methyl)-[1,1'-biphenyl]-4-yl)propan-2-ol FC(C(C(F)(F)F)(O)C1=CC(=C(C=C1)C1=C(C=C(C=C1)CN1CC2(C1)CN(C2)S(=O)(=O)C)OC)C)(F)F